4-[trans-2-(2-phenyl-1,3-oxazol-4-yl)cyclopropyl]benzenesulfonamide C1(=CC=CC=C1)C=1OC=C(N1)[C@H]1[C@@H](C1)C1=CC=C(C=C1)S(=O)(=O)N